2-{3-[(3R)-3-(propan-2-yl)piperazin-1-yl]-1,2,4-triazin-6-yl}-5-(1H-pyrazol-4-yl)phenol CC(C)[C@@H]1CN(CCN1)C=1N=NC(=CN1)C1=C(C=C(C=C1)C=1C=NNC1)O